Cl.Cl.CN1N=CC(=C1)C1=CC=2N(C(=C1)C1=CC=C(C=C1)CN)C=NN2 (4-(7-(1-methyl-1H-pyrazol-4-yl)-[1,2,4]triazolo[4,3-a]pyridin-5-yl)phenyl)methanamine dihydrochloride